N1=C(C=CC=C1)COC1=CC=C(C=C1)C1(CC1)C(=O)O 1-[4-(2-Pyridylmethoxy)phenyl]cyclopropanecarboxylic acid